tert-butyl (1-((6-methylpyridin-3-yl)carbamoyl)cyclopropyl)carbamate CC1=CC=C(C=N1)NC(=O)C1(CC1)NC(OC(C)(C)C)=O